CC(CN1N=CC(=C1)B1OC(C(O1)(C)C)(C)C)(C)O 2-methyl-1-(4-(4,4,5,5-tetramethyl-1,3,2-dioxaborolane-2-yl)-1H-pyrazol-1-yl)propan-2-ol